C(#N)C1=CC=C2CCN(C2=C1)C(=O)N1CCC(CC1)(C(=O)O)CC(=O)N(C1=CC=CC=C1)C1CC(CCC1)(F)F 1-(6-cyanoindoline-1-carbonyl)-4-[2-(N-[3,3-difluorocyclohexyl]anilino)-2-oxo-ethyl]piperidine-4-carboxylic acid